N(=[N+]=[N-])[C@H]1C[C@H](N(C1)C(=O)OCC1C2=CC=CC=C2C2=CC=CC=C12)C(=O)O (2S,4S)-4-azido-1-Fmoc-pyrrolidine-2-carboxylic acid